(R)-borneol [C@]12(C(CC(CC1)C2(C)C)O)C